Cl.CNCCCC N-methyl-butan-1-amine hydrochloride